3-((4-(2-chlorophenyl)thiazol-2-yl)carbamoyl)cyclobutane-1-carboxylate ClC1=C(C=CC=C1)C=1N=C(SC1)NC(=O)C1CC(C1)C(=O)[O-]